thionophosphoramidate P([O-])([O-])(=S)N